C1C(C(O)(C)CCC=C(C)C)O1 racemic-linalool oxide